(3-chloro-2,4-dimethyl-5,7-dihydropyrrolo[3,4-b]pyridin-6-yl)-[(3R)-1-[6-(methylamino)-3-pyridinyl]pyrrolidin-3-yl]methanone ClC=1C(=C2C(=NC1C)CN(C2)C(=O)[C@H]2CN(CC2)C=2C=NC(=CC2)NC)C